tert-butyl 4-{[1-(2,6-dioxopiperidin-3-yl)-3-methyl-2-oxo-2,3-dihydro-1H-benzimidazol-4-yl]methyl}piperazine-1-carboxylate O=C1NC(CCC1N1C(N(C2=C1C=CC=C2CN2CCN(CC2)C(=O)OC(C)(C)C)C)=O)=O